C(C)(C)(C)C=1C=C(C(=CC1O)C)C(CCC)C1=CC(=C(C=C1C)O)C(C)(C)C 1,1-bis(3-t-butyl-6-methyl-4-hydroxyphenyl)butane